tert-butyl 9-[5-(2-chloropyrimidin-4-yl)-4-(2-fluoro-3-{[(prop-2-en-1-yloxy)carbonyl]amino}phenyl)-1,3-thiazol-2-yl]-3-azaspiro[5.5]undecane-3-carboxylate ClC1=NC=CC(=N1)C1=C(N=C(S1)C1CCC2(CCN(CC2)C(=O)OC(C)(C)C)CC1)C1=C(C(=CC=C1)NC(=O)OCC=C)F